C[SiH](C1=CC=C(C=C1)C(C)(C)C)C1=CC=C(C=C1)C(C)(C)C methylbis(4-tert-butylphenyl)silane